C(C(=O)C)(=O)[O-].[Ca+2].C(C(=O)C)(=O)[O-] calcium pyruvate salt